(2R,3R,4R,5R)-Hexan-1,2,3,4,5,6-hexol C([C@H]([C@H]([C@@H]([C@@H](CO)O)O)O)O)O